FC(C1=CC=C2C(=CC=NC2=C1)NC1=C(C=C(C=C1)OCCOC)OC([2H])([2H])[2H])F 7-(difluoro-methyl)-N-(2-(methoxy-d3)-4-(2-methoxyeth-oxy)phenyl)-quinolin-4-amine